FC1=C(C=CC(=C1)F)CN(C(=O)NCC=1C=C2C=CC(OC2=CC1)(C)C)C1CCN(CC1)C 1-[(2,4-difluorophenyl)methyl]-3-[(2,2-dimethyl-2H-chromen-6-yl)methyl]-1-(1-methylpiperidin-4-yl)urea